[Na+].C(CCCS(=O)(=O)[O-])S(=O)(=O)[O-].[Na+] 1,4-butanedisulfonate Sodium